4-(1-(R)-((tert-butyldimethylsilyloxy) ethyl) phenyl)-2-oxo-1,2-dihydroquinoline-3-carboxylate [Si](C)(C)(C(C)(C)C)OCC[C@@]1(CC=CC=C1)C1=C(C(NC2=CC=CC=C12)=O)C(=O)[O-]